ClC1=C(C=CC=C1)C1=CC=CC2=C1C(=NO2)N2C(N1[C@H](CC2)C([C@@H](C1)NS(=O)(=O)C)(F)F)=O N-{(4aR,6R)-2-[4-(2-chlorophenyl)-1,2-benzoxazol-3-yl]-5,5-difluoro-1-oxooctahydropyrrolo[1,2-c]pyrimidin-6-yl}methanesulfonamide